FC1=CC(=C(C=C1)N(C1=CC=C(C2=NON=C21)[N+](=O)[O-])C=2OC=CN2)C N-(4-fluoro-2-methylphenyl)-7-nitro-N-(oxazol-2-yl)benzo[c][1,2,5]oxadiazol-4-amine